BrC1=CC=C(C=C1)P(C1=CC=2N(C3=CC=CC=C3C2C=C1)CC)(C1=CC=2N(C3=CC=CC=C3C2C=C1)CC)=O (4-bromophenyl)bis(N-ethylcarbazol-2-yl)phosphorus oxide